2-[(1s,4s)-4-aminocyclohexyl]acetonitrile NC1CCC(CC1)CC#N